N1(CCCCC1)S(=O)(=O)C=1C=C2C(C(NC2=CC1)=O)=O 5-(piperidine-1-sulfonyl)-2,3-dihydro-1H-indole-2,3-dione